(1S,2S,5R)-N-(2-(2-amino-2-oxoethoxy)phenethyl)-1-hydroxy-2-isopropyl-5-methylcyclohexane-1-carboxamide NC(COC1=C(CCNC(=O)[C@]2([C@@H](CC[C@H](C2)C)C(C)C)O)C=CC=C1)=O